3-[(2r,4r,5r)-5-[[bis(4-methoxyphenyl)-phenyl-methoxy]methyl]-4-hydroxy-tetrahydrofuran-2-yl]-5-fluoro-1H-pyrimidine-2,4-dione COC1=CC=C(C=C1)C(OC[C@@H]1[C@@H](C[C@@H](O1)N1C(NC=C(C1=O)F)=O)O)(C1=CC=CC=C1)C1=CC=C(C=C1)OC